3-((2,2-difluoro-7-iodo-1-oxo-2,3-dihydro-1H-inden-4-yl)oxy)-5-fluorobenzonitrile FC1(C(C2=C(C=CC(=C2C1)OC=1C=C(C#N)C=C(C1)F)I)=O)F